FC(C(=O)O)(F)F.C(#N)C1(CC1)NC(=O)C1(CCCCC1)C1=C(C=CC=2C3=CC=CC=C3NC12)C(=O)N 1-(((1-cyanocyclopropyl)carbamoyl)cyclohexyl)-9H-carbazole-2-carboxamide trifluoroacetate salt